C1(C=CCC1)=O Racemic-Cyclopentenone